1-(trifluoromethyl) ethylene hexanoyl borate B(OC(CCCCC)=O)(O)O.FC(C=C)(F)F